C(C=CCCCCCCCCCCCCCCCCCCCCCCCCCC)(=O)O Nonaicosaenoic acid